ClC=1C=C(C=C2N=CC=NC12)CNC=1C=NC=CC1N1C[C@@H](NCC1)C (S)-N-((8-chloroquinoxalin-6-yl)methyl)-4-(3-methylpiperazin-1-yl)pyridin-3-amine